C(C)(C)(C)OC(=O)N[C@H](C(=O)O)C[C@H]1C(NCCC1)=O (S)-2-((tert-butoxycarbonyl)amino)3-((S)-2-oxopiperidin-3-yl)propanoic acid